N-(3-(5-cyclopropyl-1,2,4-oxadiazol-3-yl)phenyl)-3-fluoro-N-((4-(5-(trifluoromethyl)pyridin-2-yl)bicyclo[2.2.2]octan-1-yl)methyl)bicyclo[1.1.1]pentane-1-carboxamide C1(CC1)C1=NC(=NO1)C=1C=C(C=CC1)N(C(=O)C12CC(C1)(C2)F)CC21CCC(CC2)(CC1)C1=NC=C(C=C1)C(F)(F)F